N1(CCC1)[C@H]1COC2=CC(=CC=C2[C@@H]1NC=1C=2C=C(NC2C=CC1)C(F)(F)F)F N-((3R,4S)-3-(azetidin-1-yl)-7-fluorochroman-4-yl)-2-(trifluoromethyl)-1H-indol-4-amine